2-{3-[2-(4-chloro-3-fluorophenoxy)acetylamino]Bicyclo[1.1.1]Pentan-1-yl}-N4-(3,3-Difluorocyclobutyl)pyridine-2,4-dicarboxamide ClC1=C(C=C(OCC(=O)NC23CC(C2)(C3)C3(NC=CC(=C3)C(=O)NC3CC(C3)(F)F)C(=O)N)C=C1)F